FC1=CC=C(C=C1)C1=NC2=CC=C3C(=C2C=2CCCCC12)C=NN3 7-(4-fluorophenyl)-8,9,10,11-tetrahydro-3H-pyrazolo[4,3-a]phenanthridine